2-[[3-(hydroxymethyl)phenyl]amino]-2-phenyl-ethanone OCC=1C=C(C=CC1)NC(C=O)C1=CC=CC=C1